3-hydroxy-4-bromo-N-(2-methylphenyl)pyrazole OC1=NN(C=C1Br)C1=C(C=CC=C1)C